C(CCCCCCCCCCC)SCCC(=O)O.C(CCCCCCCCCCC)SCCC(=O)O.S(C1=CC(=C(C=C1C)O)C(C)(C)C)C1=CC(=C(C=C1C)O)C(C)(C)C 4,4'-thiobis[2-t-butyl-5-methylphenol] bis[3-(dodecylthio) propionate]